CN(C1=CC=C(C=C1)C1=CC=C(C=C1)[N+](=O)[O-])C N,N-dimethyl-4'-nitrobiphenyl-4-amine